2-(4-(5-methyl-1,3,4-oxadiazol-2-yl)phenyl)-4-((1-(morpholinomethyl)cyclopropyl)amino)-6,7-dihydrothieno[3,2-d]pyrimidine 5-oxide CC1=NN=C(O1)C1=CC=C(C=C1)C=1N=C(C2=C(N1)CCS2=O)NC2(CC2)CN2CCOCC2